O=C1NCC2=C(C=C(C=C12)C1=CCCN(C1)C(=O)OC(C)(C)C)C(F)(F)F tert-butyl 5-(3-oxo-7-(trifluoromethyl)isoindolin-5-yl)-3,6-dihydropyridine-1(2H)-carboxylate